C(C)N1CCNC2=C(C1=O)C=CC(=C2)C(=O)OCC ethyl 4-ethyl-5-oxo-2,3,4,5-tetrahydro-1H-benzo[e][1,4]diazepine-8-carboxylate